3-(2-((benzyloxy)methyl)-5-chlorophenyl)-2-iminothiazolidin-4-one C(C1=CC=CC=C1)OCC1=C(C=C(C=C1)Cl)N1C(SCC1=O)=N